17-amino-6-benzyloxy-11-isopropyl-6,15-bis(trifluoromethyl)-19-oxa-3,4,11,18-tetrazatricyclo[12.3.1.12,5]nonadeca-1(18),2,4,14,16-pentaen-12-one NC1=CC(=C2CC(N(CCCCC(C3=NN=C(C1=N2)O3)(C(F)(F)F)OCC3=CC=CC=C3)C(C)C)=O)C(F)(F)F